(1R,2S,5S)-6,6-dimethyl-3-((S)-2-(tetrahydro-2H-pyran-4-yl)-2-(2,2,2-trifluoroacetylamino)acetyl)-3-azabicyclo[3.1.0]hexane-2-carboxylic acid CC1([C@H]2CN([C@@H]([C@@H]12)C(=O)O)C([C@@H](NC(C(F)(F)F)=O)C1CCOCC1)=O)C